FC1=CC2=C(C(C(CO2)(C)C)=O)C=C1 7-fluoro-3,3-dimethyl-3,4-dihydro-2H-1-benzopyran-4-one